2-(2-(morpholinomethyl)-benzyl)pyrazolo[1,5-c]-quinazolin-5-amine O1CCN(CC1)CC1=C(CC2=NN3C(=NC=4C=CC=CC4C3=C2)N)C=CC=C1